N-[3-(2-chloro-5-fluorophenyl)-7-methyl-1,6-dioxo-2,3-dihydro-1H-pyrrolo[4,3-f]isoquinolin-4-yl]-5-fluoro-3-(trifluoromethyl)benzamide ClC1=C(C=C(C=C1)F)C1NC(C2=C3C=CN(C(C3=CC(=C21)NC(C2=CC(=CC(=C2)F)C(F)(F)F)=O)=O)C)=O